FCCCCCCCC(C)OCCCCCCCCCCCCCC tetradecyl fluoroheptyl-ethyl ether